NCCOCCOCCS(=O)C1=C2CN(C(C2=CC=C1)=O)C1CNCCC1 3-(4-((2-(2-(2-aminoethoxy)ethoxy)ethyl)sulfinyl)-1-oxoisoindolin-2-yl)piperidine